NCC1=CC(=C(C(=C1)C)NC(=O)C1=CC2=C(OCCC3=C2SC=C3)C=C1C=1C(=NC=CC1)C(=O)O)C 3-(9-((4-(aminomethyl)-2,6-dimethylphenyl)carbamoyl)-4,5-dihydrobenzo[b]thieno[2,3-d]oxepin-8-yl)picolinic acid